CON=C1C2=C(NC=N1)N(C=C2)[C@@H]2OC([C@H]([C@H]2O)O)[C@](C(F)(F)F)(O)C2=CC=C(C=C2)Cl 7-((2R,3R,4S)-5-((R)-1-(4-chlorophenyl)-2,2,2-trifluoro-1-hydroxyethyl)-3,4-dihydroxytetrahydrofuran-2-yl)-1,7-dihydro-4H-pyrrolo[2,3-d]pyrimidin-4-one O-methyl oxime